5,5'-(2-bromo-2'-fluoro-[1,1'-biphenyl]-3,3'-diyl)bis(3-methoxypyrazine-2-carbaldehyde) BrC1=C(C=CC=C1C=1N=C(C(=NC1)C=O)OC)C1=C(C(=CC=C1)C=1N=C(C(=NC1)C=O)OC)F